tert-butyl 5-(2-(3,4-dichlorophenyl)-2-oxoethyl)-2,5-diazabicyclo[2.2.1]heptane-2-carboxylate ClC=1C=C(C=CC1Cl)C(CN1C2CN(C(C1)C2)C(=O)OC(C)(C)C)=O